OC1C2(CCC(C1)(CC2)NC(COC2=CC(=C(C=C2)F)F)=O)NC(COC2=CC(=C(C=C2)F)F)=O N,N'-(2-hydroxybicyclo[2.2.2]octane-1,4-diyl)bis[2-(3,4-difluorophenoxy)acetamide]